C(C)C(C(=O)[O-])CCCC.C(C)C(C(=O)[O-])CCCC.[Co+2] cobalt bis(2-ethyl-hexanoate)